C1(CC2C(CC1)O2)COCC2CC1C(CC2)O1 bis(3,4-epoxycyclohexyl methyl) ether